Zirconium natrium phosphat P(=O)([O-])([O-])[O-].[Na+].[Zr+4]